C(C=C)N(C)CC1=CC=C(C=C1)S(=O)(N)=NC(NC1=C2CCCC2=CC=2CCCC12)=O 4-((Allyl(methyl)amino)methyl)-N'-(1,2,3,5,6,7-hexahydro-s-indacen-4-ylcarbamoyl)benzene-sulfonimidamide